Cl.O=C1NC(CCC1N1CCC2=C(C(=CC=C12)F)N1CCN(CC1)CCCCCCCC(=O)O)=O 8-[4-[1-(2,6-dioxo-3-piperidyl)-5-fluoro-indolin-4-yl]piperazin-1-yl]octanoic acid hydrochloride